FC1(CCN(CC1)C1=NC(=CC=N1)OC)F 2-(4,4-difluoropiperidin-1-yl)-6-methoxypyrimidine